2-((1s,2s)-2-aminocycloheptyl)-3-bromo-5-chloro-N-(thiophen-2-ylmethyl)thieno[3,2-b]pyridin-7-amine N[C@@H]1[C@H](CCCCC1)C1=C(C2=NC(=CC(=C2S1)NCC=1SC=CC1)Cl)Br